FC1=CC=CC(=N1)S(=O)(=O)NC(=O)C1(CC1)OC1=C(C=CC(=C1)C)C1COC2(CCCC2)CC1 N-((6-fluoropyridin-2-yl)sulfonyl)-1-(5-methyl-2-(6-oxaspiro[4.5]decan-8-yl)phenoxy)cyclopropane-1-carboxamide